dicyclohexyl-(2-sulfoxycyclohexyl)sulfonium trifluoromethanesulfonate FC(S(=O)(=O)[O-])(F)F.C1(CCCCC1)[S+](C1C(CCCC1)OS(=O)(=O)O)C1CCCCC1